FC1=CC=C(C=C1)[C@@H]1C[C@@H](N(C(C1)=O)C(=O)OC(C)(C)C)C(=O)OC(C)(C)C di-tert-butyl (2R,4R)-4-(4-fluorophenyl)-6-oxopiperidine-1,2-dicarboxylate